3-((3-fluoro-4-(5-(trifluoromethyl)-1,2,4-oxadiazol-3-yl)benzyl)amino)-4-((1-methyl-1H-pyrazol-4-yl)amino)cyclobut-3-ene-1,2-dione FC=1C=C(CNC=2C(C(C2NC=2C=NN(C2)C)=O)=O)C=CC1C1=NOC(=N1)C(F)(F)F